7-(Bromomethyl)-3-ethyl-1H-quinolin-2-one BrCC1=CC=C2C=C(C(NC2=C1)=O)CC